1-(3-chloro-5-methylphenyl)-3-(3-methylsulfanylphenyl)urea ClC=1C=C(C=C(C1)C)NC(=O)NC1=CC(=CC=C1)SC